C(C)OC1=C(C(=C(C=C1)CC=O)F)F 4-ethoxy-2,3-difluorophenylacetaldehyde